2-cyclopropyl-6-methoxy-7-[6-(1-methylhexahydropyridin-4-yl)-3H-imidazo[4,5-c]pyridin-2-yl]-1H-pyrrolo[3,2-c]pyridine C1(CC1)C1=CC=2C=NC(=C(C2N1)C1=NC2=C(C=NC(=C2)C2CCN(CC2)C)N1)OC